C(C1=CC=CC=C1)OC(=O)N(CC(CCCC(C(=O)O)(C([2H])([2H])[2H])C1=CC(=CC=C1)Br)(C)C)C 7-(((benzyloxy)carbonyl)(methyl)amino)-2-(3-bromophenyl)-6,6-dimethyl-2-(methyl-d3)heptanoic acid